N-[(3R)-1-{5-[5-chloro-3-(2,6-difluorophenyl)pyridin-2-yl]-5-(hydroxymethyl)-4,5-dihydro-1,2-oxazol-3-yl}-4,4-difluoropyrrolidin-3-yl]methanesulfonamide ClC=1C=C(C(=NC1)C1(CC(=NO1)N1C[C@H](C(C1)(F)F)NS(=O)(=O)C)CO)C1=C(C=CC=C1F)F